CC=1C(=NC=C(C1)NC(C(=O)N1[C@@H](CCCC1)C1=CC(=CC=C1)NC)=O)NC(OC(C)(C)C)=O tert-butyl N-[3-methyl-5-[[2-[(2S)-2-[3-(methylamino)phenyl]-1-piperidyl]-2-oxo-acetyl]amino]-2-pyridyl]carbamate